(S)-2-(2,6-difluoro-4-((R)-3-(trifluoromethyl)morpholino)benzoylamino)-3-(8-(3-(dimethylamino)pyridin-2-yl)quinolin-5-yl)propionic acid FC1=C(C(=O)N[C@H](C(=O)O)CC2=C3C=CC=NC3=C(C=C2)C2=NC=CC=C2N(C)C)C(=CC(=C1)N1[C@H](COCC1)C(F)(F)F)F